N1CC(C1)C1=CC=CC=2N(C(N(C21)C)=O)C2C(NC(CC2)=O)=O 3-[4-(azetidin-3-yl)-3-methyl-2-oxo-benzoimidazol-1-yl]piperidine-2,6-dione